C1(CC1)C1=NC2=CC=CC=C2C(=C1C=C[C@@H]1CCOC(O1)(C)C)C1=CC=C(C=C1)F (4R,6S)-6-[[(1E)-2-cyclopropyl-4-(4-fluorophenyl)-3-quinolyl]vinyl]-2,2-dimethyl-1,3-dioxane